6-chloro-N-[5-(2-chloro-1,1,2-trifluoro-ethoxy)-4-methoxy-pyrimidin-2-yl]-1H-indole-3-sulfonamide ClC1=CC=C2C(=CNC2=C1)S(=O)(=O)NC1=NC=C(C(=N1)OC)OC(C(F)Cl)(F)F